C1=CC=C(C=2SC3=C(C21)C=CC=C3)C=3C=C(C=C(C3)C3=CC=CC=C3)C3=NC(=NC(=N3)C3=CC=C(C=C3)C3=CC=CC=C3)C3=CC=CC=C3 2-(5-(dibenzothiophen-4-yl)-1,1'-biphenyl-3-yl)-4-(1,1'-biphenyl-4-yl)-6-phenyl-1,3,5-triazine